6-[1-(2,2-difluoroethyl)-1H-pyrazolo[3,4-b]pyrazin-6-yl]-2-[2-methyl-4-(trifluoromethyl)pyrimidin-5-yl]-2,6-diazaspiro[3.4]octane FC(CN1N=CC=2C1=NC(=CN2)N2CC1(CN(C1)C=1C(=NC(=NC1)C)C(F)(F)F)CC2)F